N-(4-fluoro-3-methylphenyl)-2-(6-hydroxynicotinoyl)-7-methyl-2,3,3a,4,10,10a-hexahydro-1H,7H-dipyrrolo[3,4-b:3',4'-f][1,4,5]oxathiazocine-8-carboxamide 5,5-dioxide FC1=C(C=C(C=C1)NC(=O)C=1N(C=C2C1OCC1C(NS2(=O)=O)CN(C1)C(C1=CN=C(C=C1)O)=O)C)C